C(C(=O)O)(=O)O.NCC(=O)OC.COC(CN)=O methyl glycinate hemioxalate